(2S,3S,4R)-1-O-(α-D-galactosyl)-2-(N-Pentacosanoylamino)-1,3,4-nonanetriol [C@H]1([C@H](O)[C@@H](O)[C@@H](O)[C@H](O1)CO)OC[C@@H]([C@@H]([C@@H](CCCCC)O)O)NC(CCCCCCCCCCCCCCCCCCCCCCCC)=O